BrCC(=O)C1=C(C(=CC=C1)Br)F 2-bromo-1-(3-bromo-2-fluoro-phenyl)-ethanone